4-(3-bromo-5-(methylsulfonyl)phenyl)-1,5-dimethyl-1H-pyrazole BrC=1C=C(C=C(C1)S(=O)(=O)C)C=1C=NN(C1C)C